4-(1-(5-(3-cyanophenyl)-1-(4-(trifluoromethyl)benzyl)-1H-indole-7-carboxamido)cyclopropyl)benzoic acid C(#N)C=1C=C(C=CC1)C=1C=C2C=CN(C2=C(C1)C(=O)NC1(CC1)C1=CC=C(C(=O)O)C=C1)CC1=CC=C(C=C1)C(F)(F)F